2-(1H-imidazol-1-yl)pyrimidine-4-carboxylic acid N1(C=NC=C1)C1=NC=CC(=N1)C(=O)O